Tert-butyl ((S)-1-(((4bS,9bS)-7-bromo-4b-hydroxy-4-nitro-10-oxo-4b,10-dihydro-9bH-indeno[1,2-b]benzofuran-9b-yl)amino)-1-oxo-3-phenylpropan-2-yl)carbamate BrC1=CC2=C([C@]3([C@@](O2)(C2=C(C=CC=C2C3=O)[N+](=O)[O-])O)NC([C@H](CC3=CC=CC=C3)NC(OC(C)(C)C)=O)=O)C=C1